(2E)-1-[(6-chloropyridin-3-yl)methyl]-N'-nitro-2-pentylideneaminoguanidine ClC1=CC=C(C=N1)CN/C(=N\N=CCCCC)/N[N+](=O)[O-]